F[C@H]1[C@]2(CC(C[C@@](C[C@@H]1OC1=CN=C(N=N1)C1=C(C=C(C=C1)N1C=NC=C1)O)(N2)C)C)C 2-(6-(((1R,2S,3S,5S)-2-fluoro-1,5,7-trimethyl-9-azabicyclo[3.3.1]nonan-3-yl)oxy)-1,2,4-triazin-3-yl)-5-(1H-imidazol-1-yl)phenol